2-(7-(4-(dimethylamino)phenyl)-9-(pyridin-2-yl)-5,6-dihydrobenzo[h]quinolin-2-yl)phenol CN(C1=CC=C(C=C1)C1=CC(=CC2=C1CCC=1C=CC(=NC21)C2=C(C=CC=C2)O)C2=NC=CC=C2)C